CN1N=NC2=C1C=CC(=C2C)[C@@H](CC(=O)O)C2=CC(=C(C=C2)C)CN2CC(OC1=C(C2)N=C(C=C1)O)(C)C (S)-3-(1,4-dimethyl-1H-benzo[d][1,2,3]triazol-5-yl)-3-(3-((7-hydroxy-2,2-dimethyl-2,3-dihydropyrido[2,3-f][1,4]oxazepin-4(5H)-yl)methyl)-4-methylphenyl)propanoic acid